O1[C@H](COCC1)CN1N=C2C3=C(CCC2=C1)OC(=C3C(F)(F)F)C(=O)NCC=3N=CN(C3)C 2-[(2S)-1,4-dioxan-2-ylmethyl]-N-[(1-methyl-1H-imidazol-4-yl)methyl]-8-(trifluoromethyl)-4,5-dihydro-2H-furo[2,3-g]indazole-7-carboxamide